C(C)(=O)O[C@H]1CC[C@@H]2[C@@]1(CC[C@@H]1[C@]3(CCC=4N=C(SC4C3=CC[C@@H]21)NC2=CC=C(C=C2)Cl)C)C (5aR,5bS,7aS,8S,10aS,10bR)-2-((4-chlorophenyl)amino)-5a,7a-dimethyl-5,5a,5b,6,7,7a,8,9,10,10a,10b,11-dodecahydro-4H-cyclopenta[7,8]phenanthro[2,1-d]thiazol-8-yl acetate